2-((2S,3R)-2-(2-methoxybenzyl)-3-methylpyrrolidin-1-yl)-6-morpholinopyrimidin-4(3H)-one COC1=C(C[C@@H]2N(CC[C@H]2C)C2=NC(=CC(N2)=O)N2CCOCC2)C=CC=C1